3-amino-propyl (alphaS)-6-methoxy-alpha-methyl-2-naphthylacetate COC=1C=C2C=CC(=CC2=CC1)[C@@H](C(=O)OCCCN)C